5'-bromo-4'-chloro-1',2'-dihydrospiro[cyclopentane-1,3'-pyrrolo[2,3-b]pyridin]-3-ol BrC=1C(=C2C(=NC1)NCC21CC(CC1)O)Cl